ClC1=C(C(=CC(=C1C)B1OC(C(O1)(C)C)(C)C)Cl)O 2,6-dichloro-3-methyl-4-(4,4,5,5-tetramethyl-1,3,2-dioxaborolan-2-yl)phenol